C1=CC=C(C(=C1)C#N)F fluorobenzonitrile